BrC=1N=C2C(=NC1)N(C=C2I)COCC[Si](C)(C)C 2-[(2-Bromo-7-iodo-pyrrolo[2,3-b]pyrazin-5-yl)methoxy]ethyl-trimethyl-silane